2-N-(3,5-di-methoxyphenyl)-4-(6-(3,5-dimethyl-1H-pyrazol-1-yl)pyridazin-3-yl)piperazine-1-carboxamide COC=1C=C(C=C(C1)OC)N1NC(=CC=C1N1CCN(CC1)C(=O)N)N1N=C(C=C1C)C